COC=1N=CSC1 4-Methoxy-1,3-thiazole